C1(=CC=CC=C1)/C=C/C=C/C=C/C=C (1E,3E,5E,7E)-8-phenylocta-1,3,5,7-tetraen